(4-((3,9-diazaspiro[5.5]undecan-3-yl)methyl)piperidin-1-yl)((1R,4R)-4-(4-(((R)-1-(3-Amino-5-(trifluoromethyl)phenyl)ethyl)amino)-7-methoxy-2-methylquinazolin-6-yl)cyclohexane) C1CN(CCC12CCNCC2)CC2CCN(CC2)C2CCC(CC2)C=2C=C1C(=NC(=NC1=CC2OC)C)N[C@H](C)C2=CC(=CC(=C2)C(F)(F)F)N